FC1(CCCC1)F 2,2-difluorocyclopentane